ClC1=C(OCCNC(=O)C2=NC(=CC=C2OC)NC=2C=NSC2)C=CC(=C1)Cl N-[2-(2,4-dichlorophenoxy)ethyl]-6-(isothiazol-4-ylamino)-3-methoxy-pyridine-2-carboxamide